NC(C(=O)O)CS.[S] sulfur (2-amino-3-mercaptopropionic acid)